C1(CC1)C=1C=CC(=NC1)NC1=NC=C(C(=O)NOCC)C(=C1)NC1=C(C=C(C=C1)OC)NS(=O)(=O)C 6-((5-Cyclopropylpyridin-2-yl)amino)-N-ethoxy-4-((4-methoxy-2-(N-methylsulfonylamino)phenyl)amino)nicotinamide